sodium naphthalene sulphate S(=O)(=O)([O-])[O-].C1=CC=CC2=CC=CC=C12.[Na+].[Na+]